NC(CCC(C(=O)OC(C)(C)C)C=1C(=NC2=CC(=CC=C2C1)[N+](=O)[O-])C)=O tert-butyl 5-amino-2-(2-methyl-7-nitroquinolin-3-yl)-5-oxopentanoate